6-(2-amino-5-(3-((dimethylamino)methyl)-4-morpholinophenyl)-6-fluoropyridin-3-yl)-8-fluoro-3-methylisoquinolin-1(2H)-one NC1=NC(=C(C=C1C=1C=C2C=C(NC(C2=C(C1)F)=O)C)C1=CC(=C(C=C1)N1CCOCC1)CN(C)C)F